5-(heptyloxy)isophthalaldehyde C(CCCCCC)OC=1C=C(C=C(C=O)C1)C=O